N-(4-(4-amino-5-(3-fluoro-4-((4-methylpyrimidin-2-yl)oxy)phenyl)-7-methyl-7H-pyrrolo[2,3-d]pyrimidin-6-yl)-3-cyanophenyl)-2-cyclopropylacrylamide NC=1C2=C(N=CN1)N(C(=C2C2=CC(=C(C=C2)OC2=NC=CC(=N2)C)F)C2=C(C=C(C=C2)NC(C(=C)C2CC2)=O)C#N)C